4-Dibenzothiophenamine C1=CC=C(C=2SC3=C(C21)C=CC=C3)N